tetra-cinnamyl-ascorbate C(C=CC1=CC=CC=C1)C([C@@]([C@@]1(C(=C(C(=O)O1)O)[O-])CC=CC1=CC=CC=C1)(O)CC=CC1=CC=CC=C1)(O)CC=CC1=CC=CC=C1